N1(C=CC=C1)C1=C2C(=NC=C1)C(=NN2C2CN(C2)C(C(=C)F)=O)C2=CC=C(C=C2)C(F)(F)F 1-(3-(7-(1H-pyrrol-1-yl)-3-(4-(trifluoromethyl)phenyl)-1H-pyrazolo[4,3-b]pyridin-1-yl)azetidin-1-yl)-2-fluoroprop-2-en-1-one